[4-(5-sulfanylidenedithiol-3-yl)phenyl] 5-(benzenecarbothioyl)-2,3-dihydro-1H-pyrrolizine-1-carboxylate C1(=CC=CC=C1)C(=S)C=1N2CCC(C2=CC1)C(=O)OC1=CC=C(C=C1)C=1SSC(C1)=S